10-chloro-6H-dibenzo[c,e][1,2]thiazine 5,5-dioxide ClC1=CC=CC=2NS(C3=C(C21)C=CC=C3)(=O)=O